BrC(COC(C=C)=O)CBr.ClC=1C=C2C(=CN=C(C2=CN1)SC)C(C)=O 1-(6-chloro-1-(methylsulfanyl)-2,7-naphthyridin-4-yl)ethan-1-one 2,3-dibromopropyl-acrylate